N,N-dimethylformimidamide-13C CN([13CH]=N)C